2-(4,6-dimethylpyrazolo[1,5-a]pyrazin-2-yl)-9-methyl-7-[4-(propan-2-ylamino)piperidin-1-yl]-4H-pyrido[1,2-a]pyrimidin-4-one CC=1C=2N(C=C(N1)C)N=C(C2)C=2N=C1N(C(C2)=O)C=C(C=C1C)N1CCC(CC1)NC(C)C